N-[3-(cyclopropanecarbonyl)cyclobutyl]-5-[2,6-dichloro-4-[6-(difluoromethyl)-3,5-dioxo-1,2,4-triazin-2-yl]phenoxy]-2-hydroxy-benzenesulfonamide C1(CC1)C(=O)C1CC(C1)NS(=O)(=O)C1=C(C=CC(=C1)OC1=C(C=C(C=C1Cl)N1N=C(C(NC1=O)=O)C(F)F)Cl)O